(5-fluoro-2-pyridyl)-[5-hydroxy-2-(trifluoromethyl)quinazolin-4-yl]methanone FC=1C=CC(=NC1)C(=O)C1=NC(=NC2=CC=CC(=C12)O)C(F)(F)F